1-(6-(3-Aminoprop-1-yn-1-yl)benzofuran-3-yl)dihydropyrimidine-2,4(1H,3H)-dione NCC#CC1=CC2=C(C(=CO2)N2C(NC(CC2)=O)=O)C=C1